C(C1=CC=CC=C1)(C1=CC=CC=C1)NC=1C=C(C=C2C(=CNC12)C#N)OC 7-((benzhydryl)amino)-5-methoxy-1H-indole-3-carbonitrile